CN1C2CC(CC1CC2)OC(CCNC=2N=[N+](C1=C([N+]2[O-])C=CC(=C1)OC(F)(F)F)[O-])=O 3-((3-((8-methyl-8-azabicyclo[3.2.1]octan-3-yl)oxy)-3-oxopropyl)amino)-7-(trifluoromethoxy)benzo[e][1,2,4]triazine-1,4-dioxide